1-cyclopropyltriazole-4-carboxylic acid C1(CC1)N1N=NC(=C1)C(=O)O